ClC1=CC=C(C(=O)N)C=C1[N+](=O)[O-] 4-chloro-5-nitrobenzamide